10-propargyl-5,8-di-deazafolic acid C(C#C)N(C1=CC=C(C(N[C@@H](CCC(=O)O)C(=O)O)=O)C=C1)CC1=CC=C2N=C(N)NC(=O)C2=C1